C(CCC)C1=CC=C(C=C1)[IH+] p-butylphenyl-iodonium